S(N)(=O)(=O)CCC(=O)N 3-sulfamoylpropanamide